FC1=C(C=C(C=C1)[C@]1([C@@H](O[C@]([C@H]1C)(C(F)(F)F)C)C(=O)O)C)C (2R,3S,4S,5R)-3-(4-fluoro-3-methylphenyl)-3,4,5-trimethyl-5-(trifluoromethyl)tetrahydrofuran-2-carboxylic acid